CC1(NC(=NC(=C1)C)NC=1C=C(C2=C(C=CO2)C1)OCCCN1CCCC1)N 4,6-dimethyl-N2-[7-(3-pyrrolidin-1-ylpropoxy)benzofuran-5-yl]pyrimidine-2,4-diamine